ClC=1C=C(C=C(C1)C1=NC(=NC(=N1)C1=CC=CC=C1)C1=CC=CC=C1)C1=CC=CC2=C1C=CS2 4-[3-chloro-5-(4,6-diphenyl-1,3,5-triazin-2-yl)phenyl]benzothiophen